C1CCCC2=C(C3=C(C4=C1C=CC=C4)C=CC=C3)C=CC=C2 tribenzocyclodecane